1-benzyloxy-2,3-propanediol C(C1=CC=CC=C1)OCC(CO)O